ClC1=C(C=CC=C1)N1N=CC(=C1C(F)(F)F)C(=O)NC1=CC(=C(C=C1)OC1=C2C(=NC=C1)NC(N2C(C)C)=O)F 1-(2-chlorophenyl)-N-(3-fluoro-4-((1-isopropyl-2-oxo-2,3-dihydro-1H-imidazo[4,5-b]pyridin-7-yl)oxy)phenyl)-5-(trifluoromethyl)-1H-pyrazole-4-carboxamide